dodecyl-methyl-pentasiloxane C(CCCCCCCCCCC)[SiH](O[SiH2]O[SiH2]O[SiH2]O[SiH3])C